N-{1-[4-(Aminomethyl)phenyl]-3-(4-chlorophenyl)-1H-pyrazol-5-yl}acetamide NCC1=CC=C(C=C1)N1N=C(C=C1NC(C)=O)C1=CC=C(C=C1)Cl